7-((2-(3-(4-chlorophenyl)azetidin-1-yl)-5,5-dioxo-7,8-dihydro-6H-thiopyrano[3,2-d]pyrimidin-4-yl)amino)-3,4-dihydroquinolin-2(1H)-one ClC1=CC=C(C=C1)C1CN(C1)C=1N=C(C2=C(N1)CCCS2(=O)=O)NC2=CC=C1CCC(NC1=C2)=O